ClC1=NC=C(C=C1OC)Cl 2,5-dichloro-3-methoxypyridine